decyl-(triphenyl)phosphonium C(CCCCCCCCC)[P+](C1=CC=CC=C1)(C1=CC=CC=C1)C1=CC=CC=C1